C1(=CC(=CC=C1)C[C@@H]1N(CC2(CC2)[C@@H]1NS(=O)(=O)C)C(=O)C1(OCC1)C#N)C1=CC=CC=C1 N-((6S,7S)-6-([1,1'-biphenyl]-3-ylmethyl)-5-(2-cyanooxetane-2-carbonyl)-5-azaspiro[2.4]heptan-7-yl)methanesulfonamide